ClC=1C=CC(=NC1)N1C(C2=NC=CN=C2C1=O)OC(=O)N1CCN(CC1)C 6-(5-chloropyridin-2-yl)-7-[(4-methylpiperazin-1-yl)formyloxy]-5,6-dihydropyrrolo[3,4-b]pyrazin-5-one